C(C)N1OC(C2C1C(CC(C2)CC=C(C)C)C)(C)C 1-ethyl-3,3,7-trimethyl-5-(3-methylbut-2-en-1-yl)octahydrobenzo[c]isoxazole